FC([C@H]1N(C(OC1)=O)C=1N=C2N(CCOC3=C2C=2CCCC2C(=C3)N[C@H](C(=O)N)C)C1)F (S)-2-((2-((S)-4-(Difluoromethyl)-2-oxooxazolidin-3-yl)-5,6,11,12-tetrahydro-10H-imidazo[1,2-d]indeno[4,5-f][1,4]oxazepin-9-yl)amino)propionamide